1,5-diphenyl-pentylene glycol methyl-(1s,4s)-4-(3-chloroanilino)-2'-(4-hydroxyphenyl)spiro[cyclohexane-1,1'-indene]-4-carboxylate CC1=C(C2(C3=CC=CC=C13)CCC(CC2)(C(=O)OC(CCCC(C2=CC=CC=C2)O)C2=CC=CC=C2)NC2=CC(=CC=C2)Cl)C2=CC=C(C=C2)O